trans-3-(2,2-dimethyl-3-((3-(trifluoromethyl)pyridin-2-yl)oxy)propanamido)-4-fluoropyrrolidine-1-carboxylic acid tert-butyl ester C(C)(C)(C)OC(=O)N1C[C@H]([C@@H](C1)F)NC(C(COC1=NC=CC=C1C(F)(F)F)(C)C)=O